diisobutylphosphane C(C(C)C)PCC(C)C